O1C=C(C(=O)C=2C(O)=CC(O)=CC12)C1=CC=C(O)C=C1 genisteine